4-(2-hydroxyethyl)octanoyl-oxysodium OCCC(CCC(=O)O[Na])CCCC